(1s,2s)-2-((3-((tetrahydro-2H-pyran-2-yl)oxy)propoxy)methyl)cyclopropane-1-carboxylic acid tert-butyl ester C(C)(C)(C)OC(=O)[C@@H]1[C@H](C1)COCCCOC1OCCCC1